O=C1N(C(C2=CC=CC=C12)=O)CC1CC2(C1)CCC(CC2)N(C(OC(C)(C)C)=O)C Racemic-tert-butyl N-[2-[(1,3-dioxoisoindolin-2-yl)methyl]spiro[3.5]nonan-7-yl]-N-methyl-carbamate